3-(8-(5-Chloropentyloxy)-2-methyl-4-oxoquinazolin-3(4H)-yl)piperidine-2,6-dione ClCCCCCOC=1C=CC=C2C(N(C(=NC12)C)C1C(NC(CC1)=O)=O)=O